2-chloro-N-(3-chloro-4-fluorophenyl)-5-(N-(4-fluorophenyl)-N-methylsulfamoyl)benzamide ClC1=C(C(=O)NC2=CC(=C(C=C2)F)Cl)C=C(C=C1)S(N(C)C1=CC=C(C=C1)F)(=O)=O